3-[4-[3-[[(3R,4S)-3-fluoro-4-piperidyl]oxy]prop-1-ynyl]-3-methyl-2-oxo-benzimidazol-1-yl]piperidine-2,6-dione F[C@@H]1CNCC[C@@H]1OCC#CC1=CC=CC=2N(C(N(C21)C)=O)C2C(NC(CC2)=O)=O